(3-Chloro-7-hydroxyquinolin-4-yl)(4-(2,2-diethoxyethoxy)phenyl)methanone ClC=1C=NC2=CC(=CC=C2C1C(=O)C1=CC=C(C=C1)OCC(OCC)OCC)O